N-(2-((4-(2-(((4-Hydroxypyridin-3-yl)methyl)((1-methyl-1H-indazol-5-yl)methyl)amino)ethyl)phenyl)carbamoyl)-4,5-dimethoxyphenyl)-4-oxo-4H-chromene-2-carboxamide OC1=C(C=NC=C1)CN(CCC1=CC=C(C=C1)NC(=O)C1=C(C=C(C(=C1)OC)OC)NC(=O)C=1OC2=CC=CC=C2C(C1)=O)CC=1C=C2C=NN(C2=CC1)C